(4-amino-7-fluoroimidazo[1,5-a]quinoxalin-8-yl)((2S,4aS,9aR)-2-methyl-7-(perfluoroethyl)-2,3,9,9a-tetrahydroindeno[2,1-b][1,4]oxazin-4(4aH)-yl)methanone NC=1C=2N(C3=CC(=C(C=C3N1)F)C(=O)N1[C@@H]3[C@H](O[C@H](C1)C)CC=1C=C(C=CC13)C(C(F)(F)F)(F)F)C=NC2